2,6-dibenzyloxy-3-(4-bromo-3-chloro-phenyl)pyridine C(C1=CC=CC=C1)OC1=NC(=CC=C1C1=CC(=C(C=C1)Br)Cl)OCC1=CC=CC=C1